C(C1=CC=CC=C1)ON=C(CCC=C)C1=CC=CC=C1 1-phenylpent-4-en-1-one O-benzyl oxime